C(CC)C=1C=C(C=C(C1)CCC)O 3,5-dipropylphenol